5,10-dimethyl-5,6,9,10,11,12-hexahydropyrido[4'',3'':4',5']thieno[2',3':4,5]pyrimido[1,2-a]thieno[3,2-f][1,4]diazepin-4,13-dione CN1CC=2N(C3=C(C1=O)C=CS3)C(C3=C(N2)SC2=C3CCN(C2)C)=O